P(=O)(OC(C)(C)C)(OC(C)(C)C)OCOC1=CC(=CC(=C1C1=C(C=CC(=C1)C)C(=C)C)OCOP(=O)(OC(C)(C)C)OC(C)(C)C)CCCCC tetra-tert-butyl (((5'-methyl-4-pentyl-2'-(prop-1-en-2-yl)-[1,1'-biphenyl]-2,6-diyl)bis(oxy))bis(methylene)) bis(phosphate)